[4-(5-tert-butyl-1,2,4-oxadiazol-3-yl)phenyl]-[6-(4-methoxypyrazol-1-yl)-2-azaspiro[3.3]heptan-2-yl]methanone C(C)(C)(C)C1=NC(=NO1)C1=CC=C(C=C1)C(=O)N1CC2(C1)CC(C2)N2N=CC(=C2)OC